NC1=C(C=C(C=N1)NC(C(=O)N1[C@@H](CC[C@H](C1)C)C1=C2CC(NC2=CC=C1)=O)=O)C N-(6-amino-5-methyl-3-pyridyl)-2-[(2S,5R)-5-methyl-2-(2-oxoindolin-4-yl)-1-piperidyl]-2-oxo-acetamide